O[C@H]1C[C@H](NC1=O)COC1=NC=CC2=CC(=C(C=C12)OC(C)C)C(=O)N 1-{[(2S,4S)-4-hydroxy-5-oxopyrrolidin-2-yl]methoxy}-7-(propan-2-yloxy)isoquinoline-6-carboxamide